OC1CC2(CC(C2)=O)C1 6-hydroxyspiro[3.3]heptane-2-one